1-(2-(1-(aminomethyl)cyclohexyl)acetoxy)ethyl-4-(2-((2,4-dimethylphenyl)thio)phenyl)piperazine-1-carboxylic acid trifluoroacetate salt FC(C(=O)O)(F)F.NCC1(CCCCC1)CC(=O)OC(C)C1N(CCN(C1)C1=C(C=CC=C1)SC1=C(C=C(C=C1)C)C)C(=O)O